C1(CC1)NC(=O)C1(CC(C1)NC1=NN2C(C(=N1)OC)=C(C=C2)C=2C=C1C=CC=NC1=CC2)C Trans-N-cyclopropyl-3-((4-methoxy-5-(quinolin-6-yl)pyrrolo[2,1-f][1,2,4]triazin-2-yl)amino)-1-methylcyclobutane-1-carboxamide